C[C@@]12CC[C@@H]([C@H]1CC[C@H]3[C@]2(CC[C@@H]4[C@@]3(CC[C@H](C4(C)C)O)C)C)[C@@]5(CCC(=O)O5)C The molecule is a tetracyclic triterpenoid isolated from the stems of Aglaia abbreviata. It has a role as a plant metabolite. It is a tetracyclic triterpenoid, a gamma-lactone and a secondary alcohol.